1-amino-N-[cyano(4-isoquinolyl)methyl]cyclobutanecarboxamide NC1(CCC1)C(=O)NC(C1=CN=CC2=CC=CC=C12)C#N